(S)-N-(7-(3-((4-fluorobenzyl)amino)-3-methylbut-1-yn-1-yl)-5-methyl-4-oxo-2,3,4,5-tetrahydrobenzo[b][1,4]oxazepin-3-yl)-4-phenoxypicolinamide FC1=CC=C(CNC(C#CC2=CC3=C(OC[C@@H](C(N3C)=O)NC(C3=NC=CC(=C3)OC3=CC=CC=C3)=O)C=C2)(C)C)C=C1